2-((3'-(4-Cyano-2-fluorobenzyloxy)-2-methylbiphenyl-4-yl)methyl)-1-(furan-2-ylmethyl)-1H-benzo[d]imidazole-6-carboxylic acid C(#N)C1=CC(=C(COC=2C=C(C=CC2)C2=C(C=C(C=C2)CC2=NC3=C(N2CC=2OC=CC2)C=C(C=C3)C(=O)O)C)C=C1)F